2,2,14,14-tetramethyl-8-(trimethylsiloxy)pentadecanedicarboxylic acid diethyl ester C(C)OC(=O)C(C(CCCCCC(CCCCCC(C)(C)C)O[Si](C)(C)C)(C)C)C(=O)OCC